(3R)-1-(7-(5,6-dimethyl-1H-benzo[d][1,2,3]triazol-4-yl)-8-fluoro-2-(((2R,7aS)-2-fluorotetrahydro-1H-pyrrolizin-7a(5H)-yl)methoxy)pyrido[4,3-d]pyrimidin-4-yl)-3-methylpiperidin-3-ol CC1=C(C2=C(NN=N2)C=C1C)C1=C(C=2N=C(N=C(C2C=N1)N1C[C@@](CCC1)(O)C)OC[C@]12CCCN2C[C@@H](C1)F)F